1-Ethylazetidin-3-yl (8-amino-7-fluoro-6-(8-methyl-2,3-dihydro-1H-pyrido[2,3-b][1,4]oxazin-7-yl)isoquinolin-3-yl)carbamate NC=1C(=C(C=C2C=C(N=CC12)NC(OC1CN(C1)CC)=O)C1=C(C2=C(OCCN2)N=C1)C)F